BrC=1C(=C(C=CC1)B(O)O)CC1=CC=CC=C1 bromobenzylphenylboronic acid